1-Methyl-2-propylpiperidinium triflat [O-]S(=O)(=O)C(F)(F)F.C[NH+]1C(CCCC1)CCC